2-methyl-5-[(4-methyl-1,3-thiazol-5-yl)methoxy]-N-(1-methylpyrrolidin-3-yl)-1-benzothiophene-3-carboxamide CC=1SC2=C(C1C(=O)NC1CN(CC1)C)C=C(C=C2)OCC2=C(N=CS2)C